CC(C)(C)OC(=O)C1=CC=C(C=C1)NS([O-])(=O)=O.[Na+] Sodium N-[4-[(2-methylpropan-2-yl)oxycarbonyl]phenyl]sulfamate